C(C1=CC=CC=C1)OCC(C)(C)NC(OC(C)(C)C)=O tert-butyl 1-(benzyloxy)-2-methylpropan-2-ylcarbamate